(S)-tert-butyl 1-amino-3-(4-(5-(4'-hydroxy-6-methoxybiphenyl-3-yl)-1,2,4-oxadiazol-3-yl)phenyl)-1-oxopropan-2-ylcarbamate NC([C@H](CC1=CC=C(C=C1)C1=NOC(=N1)C=1C=C(C(=CC1)OC)C1=CC=C(C=C1)O)NC(OC(C)(C)C)=O)=O